FC1=CC=C(C=C1)C1=NN2C(CN(CC2)C)=C1C1=CC(=NC=C1)CC(=O)OC methyl 2-(4-(2-(4-fluorophenyl)-5-methyl-4,5,6,7-tetrahydropyrazolo[1,5-a]pyrazin-3-yl)pyridin-2-yl)acetate